(R)-3-fluoropyrrolidine hydrochloride Cl.F[C@H]1CNCC1